2-(4-bromophenyl)-6-methoxy-3-((4-nitrobutyl)thio)-3a,8a-dihydrofuro[2,3-b]benzofuran BrC1=CC=C(C=C1)C1=C(C2C(OC3=C2C=CC(=C3)OC)O1)SCCCC[N+](=O)[O-]